tert-butyl (S)-3-(2-(2-hydroxyphenyl)-6,6a,7,8,9,10-hexahydro-5H-pyrazino[1',2':4,5]pyrazino[2,3-c]pyridazine-8-carbonyl)azetidine-1-carboxylate OC1=C(C=CC=C1)C=1C=C2C(=NN1)NC[C@@H]1N2CCN(C1)C(=O)C1CN(C1)C(=O)OC(C)(C)C